COC1=CC=C(CN(C=2C=3N(C(=C(N2)C=2C=C(C#N)C=CC2)Br)N=C(N3)C=O)CC3=CC=C(C=C3)OC)C=C1 3-(8-(bis(4-methoxybenzyl)amino)-5-bromo-2-formyl-[1,2,4]triazolo[1,5-a]pyrazin-6-yl)benzonitrile